4-(2-{[(4aS,7aR)-1-methyl-octahydro-1H-cyclopenta[b]pyridin-4a-yl]methoxy}-4-{3,8-diazabicyclo[3.2.1]octan-3-yl}-8-fluoropyrido[4,3-d]pyrimidin-7-yl)-5-ethynyl-6-fluoronaphthalen-2-ol CN1[C@H]2[C@@](CCC1)(CCC2)COC=2N=C(C1=C(N2)C(=C(N=C1)C1=CC(=CC2=CC=C(C(=C12)C#C)F)O)F)N1CC2CCC(C1)N2